BrC1=CC(=NN1C)C(F)(F)F 5-bromo-1-methyl-3-(tri-fluoromethyl)-pyrazole